N-(cis-1-acetyl-2-(((cis-4-(2,5-difluorophenyl)cyclohexyl)oxy)-methyl)piperidin-3-yl)methanesulfonamide C(C)(=O)N1[C@H]([C@H](CCC1)NS(=O)(=O)C)CO[C@@H]1CC[C@@H](CC1)C1=C(C=CC(=C1)F)F